magnesium compound with phosphate P(=O)([O-])([O-])[O-].[Mg+2].P(=O)([O-])([O-])[O-].[Mg+2].[Mg+2]